4-Chloropyrrolo[1,2-a]quinoxaline-8-carboxylic acid methyl ester COC(=O)C1=CC=C2N=C(C=3N(C2=C1)C=CC3)Cl